N1=CC(=CC=C1)CN1C=CC=2C1=NC(=CN2)NC2=NNC(=C2)[C@H]2COCC2 (S)-5-(pyridin-3-ylmethyl)-N-(5-(tetrahydrofuran-3-yl)-1H-pyrazol-3-yl)-5H-pyrrolo[2,3-b]pyrazin-3-amine